ClC1=CC(=NC(=N1)N)NCCOC 6-chloro-N4-(2-methoxyethyl)pyrimidine-2,4-diamine